1-(5-(8-chlorooxazolo[5,4-f]isoquinolin-4-yl)-4-methylpyridin-2-yl)propan-1-one ClC=1N=CC2=CC(=C3C(=C2C1)OC=N3)C=3C(=CC(=NC3)C(CC)=O)C